[Sb](=O)(F)(F)F.C1(=CC=CC=C1)[I+]C1=CC=CC=C1 diphenyliodonium trifluoroantimonate